rel-(2R,5S)-7-oxo-6,14-dioxa-8,20,22,25-tetraazatetracyclo[19.2.2.1^{2,5}.1^{15,19}]heptacosa-1(23),15,17,19(26),21,24-hexaene-16-sulfonamide O=C1O[C@H]2CC[C@@H](C3=CN=C(NC=4C=CC(=C(OCCCCCN1)C4)S(=O)(=O)N)N=C3)C2 |o1:3,6|